5-[4-fluoro-2-[3-fluoro-5-(methylsulfanyl)phenyl]pyrrolidin-1-yl]-N-{1-[(3-hydroxyphenyl)methyl]piperidin-4-yl}pyrazolo[1,5-a]pyrimidine-3-carboxamide FC1CC(N(C1)C1=NC=2N(C=C1)N=CC2C(=O)NC2CCN(CC2)CC2=CC(=CC=C2)O)C2=CC(=CC(=C2)SC)F